5-(4-((5-(difluoromethyl)-1,4-dioxan-2-yl)methoxy)phenyl)-2-oxo-6-(trifluoromethyl)-1,2-dihydropyridine-3-carboxamide FC(C1OCC(OC1)COC1=CC=C(C=C1)C=1C=C(C(NC1C(F)(F)F)=O)C(=O)N)F